2-(2-aminoethyl)-5-chloro-N-(pyrimidin-2-ylmethyl)-1,3-thiazole-4-carboxamide dihydrochloride Cl.Cl.NCCC=1SC(=C(N1)C(=O)NCC1=NC=CC=N1)Cl